2-((5-fluoropyrimidin-2-yl)amino)-4-((2-methoxypropyl)(4-(5,6,7,8-tetrahydro-1,8-naphthyridin-2-yl)butyl)amino)butanoic acid FC=1C=NC(=NC1)NC(C(=O)O)CCN(CCCCC1=NC=2NCCCC2C=C1)CC(C)OC